C1(CCCCC1)N1C=C2C=CC3=CN(C=C4C3=C2C(=C1)C=C4)C4CCCCC4 2,7-dicyclohexylbenzo[lmn][3,8]phenanthroline